C1=CC=CC=2C3=CC=CC=C3OP(C12)=S 9,10-dihydro-9-oxa-10-phosphaphenanthrene-10-sulphide